1-O-octadecyl-2-O-methyl-sn-glycero-3-phosphocholine CCCCCCCCCCCCCCCCCCOC[C@H](COP(=O)([O-])OCC[N+](C)(C)C)OC